5-(3-Chloro-2-fluoro-6-(1H-tetrazol-1-yl)phenyl)-2-(2-(5-(methoxymethyl)-1H-pyrazol-1-yl)-1-(4-(2-(trifluoromethyl)pyridin-4-yl)-1H-pyrazol-1-yl)ethyl)pyridine 1-oxide ClC=1C(=C(C(=CC1)N1N=NN=C1)C=1C=CC(=[N+](C1)[O-])C(CN1N=CC=C1COC)N1N=CC(=C1)C1=CC(=NC=C1)C(F)(F)F)F